O=C1NC(CC[C@H]1N1C(C2=CC=C(C=C2C1=O)NCCCCCC(=O)N1CCC(CC1)NC1=C2N=CN(C2=NC=N1)C1CC(C1)NC(C1=NC(=CC=C1)C)=O)=O)=O N-((1r,3r)-3-(6-((1-(6-((2-(2,6-dioxopiperidin-3-yl)-1,3-dioxoisoindolin-5-yl)amino)hexanoyl)piperidin-4-yl)amino)-9H-purin-9-yl)cyclobutyl)-6-methylpicolinamide